4-fluoro-3-methylpyridin-2-amine HCl salt Cl.FC1=C(C(=NC=C1)N)C